Lithium Nickel-Cobalt-Manganese [Mn].[Co].[Ni].[Li]